ClC=1C(=C(C=CC1)C(C)N(CCNC(OC(C)(C)C)=O)C1CC1)F tert-butyl (2-((1-(3-chloro-2-fluorophenyl)ethyl)(cyclopropyl)amino)ethyl)carbamate